NC1=C2N=C(N(C2=NC=N1)CCNS(=O)(=O)C(C)C)SC1=CC2=C(OCO2)C=C1N(C)C N-(2-(6-amino-8-((6-(dimethylamino)benzo[d][1,3]dioxol-5-yl)thio)-9H-purin-9-yl)ethyl)propane-2-sulfonamide